4-ethyl-1-octyne-3,7-diol C(C)C(C(C#C)O)CCC(C)O